N-(5-(4-(4,5-difluoro-2-(2-hydroxybut-2-yl)phenylamino)-1,3,5-triazin-2-ylamino)-4-methoxy-2-((3aR,6aR)-5-methylhexahydropyrrolo[3,4-b]pyrrol-1(2H)-yl)phenyl)acrylamide FC1=CC(=C(C=C1F)NC1=NC(=NC=N1)NC=1C(=CC(=C(C1)NC(C=C)=O)N1[C@@H]2[C@H](CC1)CN(C2)C)OC)C(C)(CC)O